C(C)(=O)NCCCCN acetyl-putrescine